C(C=C)(=O)N1CC2N(C(C=3C=4N(N=NC4C(=C(C3)F)C3=CC=C(C=4SC(=C(C43)C#N)N)F)CC2)=O)CC1 4-(9-Acryloyl-2-fluoro-12-oxo-7,7a,8,9,10,11-hexahydro-6H,12H-4,5,5a,9,11a-pentaazabenzo[5,6]cycloocta[1,2,3-cd]inden-3-yl)-2-amino-7-fluorobenzo[b]thiophene-3-carbonitrile